C1(CCCC1)N1C(C=CC2=C1N=C(N=C2)NC2CCN(CC2)S(=O)(=O)C2=CC=C(OC1CN(C1)CC=1C=C3C(N(C(C3=CC1)=O)C1C(NC(CC1)=O)=O)=O)C=C2)=O 5-((3-(4-((4-((8-cyclopentyl-7-oxo-7,8-dihydro-pyrido[2,3-d]pyrimidin-2-yl)amino)piperidin-1-yl)sulfonyl)phenoxy)azetidin-1-yl)methyl)-2-(2,6-dioxopiperidin-3-yl)isoindoline-1,3-dione